C(C)(C)(C)OC(=O)N[C@H](C(=O)[O-])C[C@@H](C(=O)[O-])C (2S,4S)-2-tert-butoxycarbonylamino-4-methyl-glutarate